(3Z)-N-[2-(4-methylpiperazin-1-yl)ethyl]-2-oxo-3-(3-oxoindolin-2-ylidene)indoline-1-carboxamide CN1CCN(CC1)CCNC(=O)N1C(\C(\C2=CC=CC=C12)=C\1/NC2=CC=CC=C2C1=O)=O